CCCCCCCCCCCCCCCCCC1=C(C=CC=C1O)O Heptadecylresorcinol